pentaerythritol tetrakis(di-tertiary-butyl hydroxyhydrocinnamate) C(C)(C)(C)C(C(C(=O)OCC(COC(C(C(C1=CC=CC=C1)C(C)(C)C)(O)C(C)(C)C)=O)(COC(C(C(C1=CC=CC=C1)C(C)(C)C)(O)C(C)(C)C)=O)COC(C(C(C1=CC=CC=C1)C(C)(C)C)(O)C(C)(C)C)=O)(O)C(C)(C)C)C1=CC=CC=C1